ClC(C(O)N1C(CCC1=O)=O)CC=1C=C2C=CC=NC2=CC1 1-(2-Chloro-1-hydroxy-3-(quinolin-6-yl)propyl)pyrrolidine-2,5-dione